tert-butyl (3S)-3-(1-cyclopentyl-5-(2-(trifluoromethyl) phenyl)-1H-pyrazole-3-carboxamido)-5-hydroxy-2-methylpentanoate C1(CCCC1)N1N=C(C=C1C1=C(C=CC=C1)C(F)(F)F)C(=O)N[C@H](C(C(=O)OC(C)(C)C)C)CCO